N-(6-(5-chloro-6-fluoro-7-(furan-3-yl)-1H-indazol-4-yl)imidazo[1,2-a]pyrazin-2-yl)-2-fluorocyclopropane-1-carboxamide ClC=1C(=C2C=NNC2=C(C1F)C1=COC=C1)C=1N=CC=2N(C1)C=C(N2)NC(=O)C2C(C2)F